2-(4-(6-((4-cyano-2-fluorobenzyl)oxy)pyridin-2-yl)-2,5-difluorobenzyl)-1-((3R,4S)-4-methoxytetrahydro-2H-pyran-3-yl)-1H-benzo[d]imidazole-6-carboxylic acid C(#N)C1=CC(=C(COC2=CC=CC(=N2)C2=CC(=C(CC3=NC4=C(N3[C@@H]3COCC[C@@H]3OC)C=C(C=C4)C(=O)O)C=C2F)F)C=C1)F